C(C)(C)(C)OC(=O)N1C[C@@H](CCC1)C=1NC(=C(N1)C1=CC=C(C=C1)C(=O)OCC)C(=O)OCC (R)-3-(5-(ethoxycarbonyl)-4-(4-(ethoxycarbonyl)phenyl)-1H-imidazol-2-yl)Piperidine-1-carboxylic acid tert-butyl ester